1-(2-Fluoro-6-methyl-phenyl)-azepan-4-one FC1=C(C(=CC=C1)C)N1CCC(CCC1)=O